3-bromo-N-[1-[3-(4-methyl-5-oxo-1,2,4-triazol-1-yl)pyrazin-2-yl]ethyl]-5-(trifluoromethyl)benzamide BrC=1C=C(C(=O)NC(C)C2=NC=CN=C2N2N=CN(C2=O)C)C=C(C1)C(F)(F)F